ClC(=CC(=O)O)C1=CC=CC=C1 β-chlorocinnamic acid